2,8-diazaspiro[4.5]decan-2-yl-[4-[[3-[4-(difluoromethoxy)phenyl]imidazo[1,2-a]pyrazin-8-yl]amino]-2-methylphenyl]methanone C1N(CCC12CCNCC2)C(=O)C2=C(C=C(C=C2)NC=2C=1N(C=CN2)C(=CN1)C1=CC=C(C=C1)OC(F)F)C